OC1(CC(C1)C(=O)N1CC2(C1)CC(C2)CC2=C(C(=CC=C2)C(F)(F)F)C(C)C)C ((1s,3s)-3-Hydroxy-3-methylcyclobutyl)(6-(2-isopropyl-3-(trifluoromethyl)benzyl)-2-azaspiro[3.3]heptan-2-yl)methanon